ClC1=C(C=NC=C1)C(=O)NC1=CC(=C(C(=C1)F)OC1=CC=NC2=CC(=C(C=C12)OCCO)OC)F 4-chloro-N-(3,5-difluoro-4-{[6-(2-hydroxyethoxy)-7-methoxyquinolin-4-yl]oxy}phenyl)pyridine-3-carboxamide